3,4-dihydro-1H-[1,4]Oxazino[4,3-a]Benzimidazole-8-carboxamide C1OCCN2C1=NC1=C2C=CC(=C1)C(=O)N